2-[4-[[4-(2-aminoethylamino)-6-[(5-cyclobutyl-1H-pyrazol-3-yl)amino]pyrimidin-2-yl]amino]phenyl]acetonitrile NCCNC1=NC(=NC(=C1)NC1=NNC(=C1)C1CCC1)NC1=CC=C(C=C1)CC#N